5-[(1S)-1-{1-[(tert-butoxy)carbonyl]piperidin-4-yl}-1-hydroxypropyl]-2-(4-chlorobenzoyl)-3-fluorobenzoic acid C(C)(C)(C)OC(=O)N1CCC(CC1)[C@](CC)(O)C=1C=C(C(=C(C(=O)O)C1)C(C1=CC=C(C=C1)Cl)=O)F